tetramethyltetramyristylspermine CCCCCCCCCCCCCCC(CCCCCCCCCCCCCC)(CCN(C)CCCCN(C)CCCN(C)C)N(CCCCCCCCCCCCCC)CCCCCCCCCCCCCC